1-amino-3,6,9,12-tetratert-butyl-oxapentadecane NOCC(CCC(CCC(CCC(CCC)C(C)(C)C)C(C)(C)C)C(C)(C)C)C(C)(C)C